methyl 8-[(1-tert-butoxycarbonyl-3-piperidyl)-methyl-amino]quinoxaline-5-carboxylate C(C)(C)(C)OC(=O)N1CC(CCC1)N(C1=CC=C(C=2N=CC=NC12)C(=O)OC)C